C1=CC(=CC(=C1)S(=O)(=O)C2=CC=CC(=C2)N)N 3,3'-diaminophenyl sulfone